3-(4-(tert-butoxycarbonyl)morpholin-2-yl)acrylic acid C(C)(C)(C)OC(=O)N1CC(OCC1)C=CC(=O)O